2-(4-Isopropyl-phenyl)-5-methyl-4H-pyrazol-3-one C(C)(C)C1=CC=C(C=C1)N1N=C(CC1=O)C